(5-chloro-2-trifluoromethoxybenzyl)-[2-(9-(pyridin-2-yl)-6-oxaspiro[4.5]decan-9-yl)ethyl]amine ClC=1C=CC(=C(CNCCC2(CCOC3(CCCC3)C2)C2=NC=CC=C2)C1)OC(F)(F)F